((1S,4S,6R)-6-((5-chloropyrimidin-2-yl)(methyl)amino)-2-azabicyclo[2.2.1]heptan-2-yl)(2-(5-fluoropyrimidin-2-yl)phenyl)methanone ClC=1C=NC(=NC1)N([C@@H]1C[C@@H]2CN([C@H]1C2)C(=O)C2=C(C=CC=C2)C2=NC=C(C=N2)F)C